C1C[C@@H](NC1)C(C2=CC=CC=C2)(C3=CC=CC=C3)O (R)-(+)-α,α-Diphenyl-2-pyrrolidinemethanol